(2S,3R,5R)-4-[[3-(3,4-Difluoro-2-methoxy-phenyl)-4,5,5-trimethyl-tetrahydrofuran-2-carbonyl]amino]pyridin-2-carboxamid FC=1C(=C(C=CC1F)[C@@H]1[C@H](OC(C1C)(C)C)C(=O)NC1=CC(=NC=C1)C(=O)N)OC